methyl 5-[(2-fluorophenyl) amino]-4-methylpyridine-3-carboxylate FC1=C(C=CC=C1)NC=1C(=C(C=NC1)C(=O)OC)C